BrC=1C=C(C2=C(N1)N(N=C2C(C)C)C)NCC2=NN(C=N2)C 6-bromo-3-isopropyl-1-methyl-N-((1-methyl-1H-1,2,4-triazol-3-yl)methyl)-1H-pyrazolo[3,4-b]Pyridine-4-amine